7-benzylsulfanyl-5-chloro-6-fluoro-imidazo[1,5-a]pyridine C(C1=CC=CC=C1)SC1=CC=2N(C(=C1F)Cl)C=NC2